C1(CC1)S(=O)(=O)N1N=CC(=C1)C1=NC=CC(=N1)NC1=CC(=C(C=N1)C1=NC=C(C=C1)F)NC1CCC(CC1)CN(C)C 6'-((2-(1-(Cyclopropylsulfonyl)-1H-pyrazol-4-yl)pyrimidin-4-yl)amino)-4'-(((1s,4s)-4-((dimethylamino)methyl)cyclohexyl)amino)-5-fluoro-[2,3'-bipyridin]